tellurium diphenol C1(=CC=CC=C1)O.C1(=CC=CC=C1)O.[Te]